ClC=1C=C(C=C(C1)Cl)C1=NC(=CC(=C1)CN1CCC(CC1)CNC(=O)NS(=O)(=O)C)OC=1C=NC(=NC1)N1CCN(CC1)C N-(((1-((2-(3,5-dichloro-phenyl)-6-((2-(4-methyl-piperazin-1-yl)pyrimidin-5-yl)oxy)pyridin-4-yl)methyl)piperidin-4-yl)methyl)carbamoyl)methanesulfonamide